C(C1=CC=CC=C1)(=O)OC(C)COC 3-methoxy-2-propanyl benzoate